C(C)(C)(C)[Si](C=1N(N=C2CCN(CC12)CC(=O)O)C)(F)C(C)(C)C {3-[di(tert-butyl)(fluoro)silyl]-2-methyl-4,5,6,7-tetrahydro-2H-1,2,5-triazainden-5-yl}acetic acid